6-bromo-2-cyclopropyl-3H-imidazo[4,5-c]pyridine BrC1=CC2=C(C=N1)NC(=N2)C2CC2